2-(1-((5-bromopyridin-2-yl)methyl)-1H-1,2,3-triazol-4-yl)-6-(pyrrolidin-1-yl)pyrazine BrC=1C=CC(=NC1)CN1N=NC(=C1)C1=NC(=CN=C1)N1CCCC1